C(C1=CC=CC=C1)(=O)N1C(N(C=C(C1=O)F)[C@@H]1C=C([C@H]2OC(O[C@H]21)(C)C)CO[Si](C2=CC=CC=C2)(C2=CC=CC=C2)C(C)(C)C)=O 3-benzoyl-1-((3aS,4R,6aR)-6-(((tert-butyldiphenylsilyl)oxy)methyl)-2,2-dimethyl-3a,6a-dihydro-4H-cyclopenta[d][1,3]dioxol-4-yl)-5-fluoropyrimidine-2,4(1H,3H)-dione